C1(CCC1)CNC=1C2=C(N=C(N1)NC1=C(C=C(C=C1)S(=O)(=O)C)OC)NC=C2 N4-(cyclobutylmethyl)-N2-(2-methoxy-4-(methylsulfonyl)phenyl)-7H-pyrrolo[2,3-d]pyrimidine-2,4-diamine